ClC=1C=C(C(=O)N2CC=3C(=NN4C=NN(C(C43)=O)C(C)C4=CC=C(C=C4)OC(F)F)C[C@H]2C)C=CC1Cl (8R)-9-(3,4-dichlorobenzoyl)-2-(1-(4-(difluoromethoxy)phenyl)ethyl)-8-methyl-7,8,9,10-tetrahydropyrido[4',3':3,4]pyrazolo[1,5-d][1,2,4]triazin-1(2H)-one